4-hydroxy-1-methyl-2-pyridone OC1=CC(N(C=C1)C)=O